(S)-2-((4-(6-((3-Cyclopropylpyrazolo[1,5-a]pyridin-5-yl)methoxy)pyridin-2-yl) Piperidin-1-yl)methyl)-1-((oxetan-2-yl)methyl)-1H-benzo[d]imidazole-6-carboxylate C1(CC1)C=1C=NN2C1C=C(C=C2)COC2=CC=CC(=N2)C2CCN(CC2)CC2=NC1=C(N2C[C@H]2OCC2)C=C(C=C1)C(=O)[O-]